[Al]1=CC=CC=2NC3=CC=CC=C3NC12 alumina10H-phenazine